1-(3,4-dichlorophenyl)-3-methyl-2-thiocyanobutan-1-one ClC=1C=C(C=CC1Cl)C(C(C(C)C)SC#N)=O